3-(4-(3,5-Dichlorophenyl)thiophen-2-yl)propionitrile ClC=1C=C(C=C(C1)Cl)C=1C=C(SC1)CCC#N